2-(1-(6,7-dimethoxyquinolin-4-yl)piperidin-4-yl)propan-1-amine COC=1C=C2C(=CC=NC2=CC1OC)N1CCC(CC1)C(CN)C